cis-N-benzyloxycarbonyl-4-[(tert-butoxycarbonylamino)ethyl]-proline C(C1=CC=CC=C1)OC(=O)N1[C@@H](C[C@@H](C1)CCNC(=O)OC(C)(C)C)C(=O)O